glyceryl ether triisostearate C(CCCCCCCCCCCCCCC(C)C)(=O)O.C(CCCCCCCCCCCCCCC(C)C)(=O)O.C(CCCCCCCCCCCCCCC(C)C)(=O)O.C(C(O)CO)OCC(O)CO